1-(3-(4-amino-5-(4-fluorophenyl)-7-methyl-7H-pyrrolo[2,3-d]pyrimidin-6-yl)-1-oxa-9-azaspiro[5.5]undec-3-en-9-yl)prop-2-en-1-one NC=1C2=C(N=CN1)N(C(=C2C2=CC=C(C=C2)F)C=2COC1(CC2)CCN(CC1)C(C=C)=O)C